1-(5-(4-(2,2-dimethoxyethyl)piperazine-1-carbonyl)-2-methoxyphenyl)dihydropyrimidine-2,4(1H,3H)-dione COC(CN1CCN(CC1)C(=O)C=1C=CC(=C(C1)N1C(NC(CC1)=O)=O)OC)OC